2,3-dimethyl-1H-indole-5-carboxylic acid CC=1NC2=CC=C(C=C2C1C)C(=O)O